(S)-3-(Benzyloxy)-4-(6-(2-(dimethylamino)ethoxy)-4-((tetrahydrofuran-3-yl)amino)isoindoline-2-carbonyl)-5-hydroxybenzonitrile C(C1=CC=CC=C1)OC=1C=C(C#N)C=C(C1C(=O)N1CC2=CC(=CC(=C2C1)N[C@@H]1COCC1)OCCN(C)C)O